7-(2-pyrrolidin-1-ylethoxy)benzofuran-5-amine N1(CCCC1)CCOC1=CC(=CC=2C=COC21)N